3-hydroxy-5-[2-(3,4-dihydroxyphenyl)ethenyl]phenolate OC=1C=C(C=C(C1)C=CC1=CC(=C(C=C1)O)O)[O-]